6-chloro-7-(8-fluoronaphthyl)-8-fluoro-4-(3,8-diazabicyclo[3.2.1]oct-3-yl)-2-(((S)-1-methylpyrrolidin-2-yl)methoxy)quinazoline ClC=1C=C2C(=NC(=NC2=C(C1C1=CC=CC2=CC=CC(=C12)F)F)OC[C@H]1N(CCC1)C)N1CC2CCC(C1)N2